5-methoxy-dopamine COC=1C(=C(C=C(CCN)C1)O)O